hexamethyleneiminoacetonitrile N1(CCCCCC1)CC#N